N1(CCOCC1)C1=CC=C(C=C1)NC=1C=2N(C=C(N1)C=1C=CC3=C(OCC(N3)=O)C1)N=CN2 7-(8-((4-morpholinylphenyl)amino)-[1,2,4]triazolo[1,5-a]pyrazin-6-yl)-2H-benzo[b][1,4]oxazin-3(4H)-one